N1CC(C1)CO azetidine-3-Methanol